PropylAlcohol C(CC)O